hafnium oxide strontium [Sr+2].[O-2].[Hf+4].[O-2].[O-2]